aminophenylpiperidine-4-carboxylic acid NC1N(CCC(C1)C(=O)O)C1=CC=CC=C1